Rac-4-((4bS,5R,6S,7S,7aR)-6-(aminomethyl)-4b,5-dihydroxy-4-methoxy-7-phenyl-5,6,7,7a-tetrahydro-4bH-cyclopenta[4,5]furo[2,3-c]pyridin-7a-yl)benzonitrile NC[C@@H]1[C@H]([C@]2([C@](C3=C(C=NC=C3OC)O2)([C@@H]1O)O)C1=CC=C(C#N)C=C1)C1=CC=CC=C1 |r|